C(C)OP(=O)(OCC)C(CC(=O)[O-])C 3-(diethoxyphosphoryl)butanoate